FC1=C(OC2=C(C(=NC=C2)N)I)C(=CC(=C1)[N+](=O)[O-])F (2,6-difluoro-4-nitrophenoxy)-3-iodopyridin-2-amine